iso-Pentyl-2-methoxy-4,5-dimethyl-1H-imidazole-1-carboxamide C(CC(C)C)NC(=O)N1C(=NC(=C1C)C)OC